3-(3-{3-[(2,4-Diamino-6-ethylpyrimidin-5-yl)oxy]propoxy}phenyl)-N-hydroxypropanamide NC1=NC(=C(C(=N1)N)OCCCOC=1C=C(C=CC1)CCC(=O)NO)CC